ClC1=CC(=C(COC2=CC=CC(=N2)N2CC3=C(C2)CN(C3)CC3=NC2=C(N3CCOC)C=C(C=C2)C(=O)O)C=C1)F 2-((5-(6-((4-chloro-2-fluorobenzyl)oxy)pyridin-2-yl)-3,4,5,6-tetrahydropyrrolo[3,4-c]pyrrol-2(1H)-yl)methyl)-1-(2-methoxyethyl)-1H-benzo[d]imidazole-6-carboxylic acid